(2r,5s)-5-[2-(4-chloro-3-fluorophenoxy)acetamido]-2-({[4-(trifluoromethyl)furan-2-yl]methyl}carbamoyl)piperidine-1-carboxylic acid tert-butyl ester C(C)(C)(C)OC(=O)N1[C@H](CC[C@@H](C1)NC(COC1=CC(=C(C=C1)Cl)F)=O)C(NCC=1OC=C(C1)C(F)(F)F)=O